1'-{2-[3-(difluoromethoxy)-4-methanesulfonylphenoxy]ethyl}-2-oxo-1,2-dihydrospiro[indole-3,4'-piperidine]-5-carbonitrile FC(OC=1C=C(OCCN2CCC3(CC2)C(NC2=CC=C(C=C23)C#N)=O)C=CC1S(=O)(=O)C)F